ClC=1C=C(C(=NC1)N1C(C(N(C(C1)=O)CC1=CC=C(C=C1)Cl)(C)C(F)F)=O)F 1-(5-chloro-3-fluoropyridin-2-yl)-4-(4-chlorobenzyl)-3-(difluoromethyl)-3-methylpiperazine-2,5-dione